C(C)S(=O)(=O)C=1C=C(C=NC1C1=NC2=C(C=NC(=C2)C(F)(F)F)N1C)N(C(CSC)=O)C N-[5-ethylsulfonyl-6-[3-methyl-6-(trifluoromethyl)imidazo[4,5-c]pyridin-2-yl]-3-pyridinyl]-N-methyl-2-methylsulfanyl-acetamide